C12C=CC(C3C(CCCC13)=O)C2 4,4a,6,7,8,8a-hexahydro-1,4-methanonaphthalen-5(1H)-one